fluoro-4-(trifluoromethyl)-3,4-dihydroquinazolin-2(1H)-one FN1C(NC(C2=CC=CC=C12)C(F)(F)F)=O